2-(4-isobutylphenyl)-N-methoxy-N-methylacetamide C(C(C)C)C1=CC=C(C=C1)CC(=O)N(C)OC